CN(CC(=O)N1CCC(CC1)NC1=CC=CC2=C1S(C=C2C=2N=CSC2)(=O)=O)C 7-((1-(dimethylglycyl)piperidin-4-yl)amino)-1,1-dioxido-3-(thiazol-4-yl)benzo[b]thiophen